CC=1C=C(C=C(C1)C)S 3,5-dimethylthiophenol